bis(N,N'-diphenyl-4-aminophenyl)-N,N-diphenyl-4,4'-diamino-1,1'-biphenyl C1(=CC=CC=C1)N(C1=CC=C(C=C1)C=1C(=C(C=CC1N(C1=CC=CC=C1)C1=CC=CC=C1)C1=CC=C(C=C1)N)C1=CC=C(C=C1)N(C1=CC=CC=C1)C1=CC=CC=C1)C1=CC=CC=C1